2-[[5-(2-chlorophenyl)-4-cyclopropyl-imidazol-1-yl]methoxy]ethyl-trimethyl-silane ClC1=C(C=CC=C1)C1=C(N=CN1COCC[Si](C)(C)C)C1CC1